COC=1C=C(CN2C[C@H](OC3=C(C2=O)C=C(C=C3C3=C(C=C(C=C3)F)C)CO)C)C=C(C1)OC (R)-4-(3,5-dimethoxybenzyl)-9-(4-fluoro-2-methylphenyl)-7-(hydroxymethyl)-2-methyl-3,4-dihydrobenzo[f][1,4]oxazepin-5(2H)-one